CC1C[C@H](N(C1=O)C(=O)OC(C)(C)C)C(=O)OC 1-(tert-butyl) 2-methyl (2s,3s)-4-methyl-5-oxopyrrolidine-1,2-dicarboxylate